2-[4,5-bis(4-methoxyphenyl)oxazol-2-yl]sulfanyl-N-cyclopropylacetamide COC1=CC=C(C=C1)C=1N=C(OC1C1=CC=C(C=C1)OC)SCC(=O)NC1CC1